5-chloro-2-((2-ethyl-4-fluorophenyl)-amino)-4-fluorobenzoic acid ClC=1C(=CC(=C(C(=O)O)C1)NC1=C(C=C(C=C1)F)CC)F